NC1=C(C=CC=C1)S(=O)(=O)NC1CC1 2-amino-N-cyclopropylbenzenesulfonamide